NC1=C2C(=NC=N1)N(N=C2C2=CC=C(C=C2)OC2=CC=CC=C2)C2CCN(CC2)C2CN(CC2)C2CN(C2)C(=O)OC(C)(C)C Tert-butyl 3-[3-[4-[4-amino-3-(4-phenoxyphenyl)pyrazolo[3,4-d]pyrimidin-1-yl]-1-piperidyl]pyrrolidin-1-yl]azetidine-1-carboxylate